[S-2].[Zn+2].[Cu+2].[Zn+2].[S-2].[S-2] zinc copper zinc sulfide